CC(CCCC=CC=CC)=O decan-6,8-dien-2-one